C(CCCCCCCCCCC)[Si](O)(O)O dodecyl-silane-triol